C[C@H](CC)OS(=O)(=O)C methanesulfonic acid (2R)-butan-2-yl ester